C(C=C)(=O)NC=1C=C(C=CC1)C=1C=C2C(=NN(C2=CC1)COCC[Si](C)(C)C)C(=O)O 5-[3-(prop-2-enoylamino)phenyl]-1-(2-trimethylsilylethoxymethyl)indazole-3-carboxylic acid